tetrahydro-5-(propyl)-1,3,5-triazin-2-one C(CC)N1CNC(NC1)=O